BrC1=CC2=CN(N=C2C(=C1)CN1C(CCC1)=O)C 1-[(5-bromo-2-methyl-indazol-7-yl)methyl]pyrrolidin-2-one